COC1=CC(=C(C(=O)[O-])C=C1OC)NS(=O)(=O)C1=CC=C(C=C1)C 4,5-dimethoxy-2-((4-methylphenyl)sulfonamido)benzoate